pyridinium tetrafluoroborate F[B-](F)(F)F.[NH+]1=CC=CC=C1